ClC(CCl)F 1,2-dichlorofluoroethane